(5-(2,5-dihydrofuran-3-yl)pyrimidin-2-yl)-7-methyl-7H-pyrrolo[2,3-d]pyrimidin-4-amine O1CC(=CC1)C=1C=NC(=NC1)C=1N=C(C2=C(N1)N(C=C2)C)N